OC[C@H](C1=CC=CC=C1)NC1=NC(=NC=C1C=1SC(=NN1)C)NC1=CC=C2CC(NC(C2=C1)=O)(C)C 7-[[4-[[(1S)-2-hydroxy-1-phenyl-ethyl]amino]-5-(5-methyl-1,3,4-thiadiazol-2-yl)pyrimidin-2-yl]amino]-3,3-dimethyl-2,4-dihydroisoquinolin-1-one